OCC(C=O)(CC)CO 2,2-bis(hydroxymethyl)butan-1-one